C(C)(C)(C)OC(=O)N1[C@H](CN([C@@H](C1)C)CC1=CC=CC=C1)C1=CC=C(C=C1)F.FC1=CC=C(C=C1)[C@@H]1N(C[C@H](NC1)C)C(=O)OC(C)(C)C (2S,5R)-tert-butyl 2-(4-fluorophenyl)-5-methylpiperazine-1-carboxylate tert-Butyl-(2S,5R)-4-benzyl-2-(4-fluorophenyl)-5-methyl-piperazine-1-carboxylate